C(C)C1=C(C(=O)NCC2CNCC2)C=CC(=C1)NC=1C=2N(C=CN1)C(=CN2)C=2C(=NNC2)C(F)(F)F 2-Ethyl-N-(pyrrolidin-3-ylmethyl)-4-[[3-[3-(trifluoromethyl)-1H-pyrazol-4-yl]imidazo[1,2-a]pyrazin-8-yl]amino]benzamide